Cl.NC1CCC(CC1)CN1C(\C(\C2=CC=C(C=C12)C#N)=C/C=1NC(=CC1C)C)=O (Z)-1-((4-aminocyclohexyl)methyl)-3-((3,5-dimethyl-1H-pyrrol-2-yl)methylene)-2-oxoindoline-6-carbonitrile hydrochloride